ClC1=NN2C(C3=CC(=CC=C13)Cl)=NN=C2C 6,9-Dichloro-3-methyl-[1,2,4]triazolo[3,4-a]phthalazine